COC(=O)C=1C(N(C2=CC(=CC=C2C1N)C(F)(F)F)C=1C=NC=CC1C)=O 4-Amino-1-(4-methylpyridin-3-yl)-2-oxo-7-(trifluoromethyl)-1,2-dihydroquinoline-3-carboxylic acid methyl ester